hex-1-en C=CCCCC